C(C)O[Si](C=C)(C)C Ethoxydimethyl(vinyl)silane